benz-oxazole O1C=NC2=C1C=CC=C2